CC1=NC=C(C(=O)NCC2=NC=C3C=CC(=NC3=C2)C2=NC(=NC=C2)N2CCC3(C(N(C(N3)=O)C)=O)CC2)C=C1S(=O)(=O)C 6-methyl-N-((2-(2-(3-methyl-2,4-dioxo-1,3,8-triazaspiro[4.5]decan-8-yl)pyrimidin-4-yl)-1,6-naphthyridin-7-yl)methyl)-5-(methylsulfonyl)nicotinamide